4-(2-((3-(3-methoxy-2,2-dimethylpropoxy)-1-((1r,4r)-4-morpholinocyclohexyl)-1H-pyrazol-4-yl)amino)pyrimidin-5-yl)benzonitrile COCC(COC1=NN(C=C1NC1=NC=C(C=N1)C1=CC=C(C#N)C=C1)C1CCC(CC1)N1CCOCC1)(C)C